(S)-2'-(tert-butyl-(methyl)carbamoyl)-[1,1'-binaphthyl]-2-carboxylic acid C(C)(C)(C)N(C(=O)C1=C(C2=CC=CC=C2C=C1)C=1C(=CC=C2C=CC=CC12)C(=O)O)C